Cl.NCCNS(=O)(=O)C N-(2-aminoethyl)methanesulfonamide hydrochloride